C(C1=CC=CC=C1)(=O)N1CCC(CC1)CCCCNC(\C=C\C=1C=NC=CC1)=O (E)-N-[4-(1-benzoylpiperidin-4-yl)butyl]-3-(pyridin-3-yl)acrylamide